dibromo-2,3'-bipyridine BrC1=C(C(=NC=C1)C=1C=NC=CC1)Br